OC(COC)C=1C(=NC(=CC1)N1C=NC2=C1C=C(C=C2)NC=2N=NC(=CC2)C)N2N=C(C=C2C)C#N 1-[3-(1-hydroxy-2-methoxy-ethyl)-6-[6-[(6-methylpyridazin-3-yl)amino]benzimidazol-1-yl]-2-pyridyl]-5-methyl-pyrazole-3-carbonitrile